N-(3-methoxycyclobutyl)-2-(5-(trifluoromethyl)-1,2,4-oxadiazol-3-yl)-4,7-dihydrothieno[2,3-c]pyridine-6(5H)-carboxamide COC1CC(C1)NC(=O)N1CC2=C(CC1)C=C(S2)C2=NOC(=N2)C(F)(F)F